2-((4-ethyl-2-methyloxazole-5-carbonyl)imino)-2,3-dihydrothiazolo[4,5-b]pyridine-6-carboxylic acid C(C)C=1N=C(OC1C(=O)N=C1SC=2C(=NC=C(C2)C(=O)O)N1)C